CN(C1=NC=C(C=N1)C1=C2C=C(C(=CC2=CC2=C1C(OC2)=O)OC)OC)C 9-(2-(dimethylamino)pyrimidin-5-yl)-6,7-dimethoxynaphtho[2,3-c]furan-1(3H)-one